O1CCOC2=C1C=CC(=C2)/C=C/C(=O)O (2E)-3-(2,3-dihydro-1,4-benzodioxin-6-yl)prop-2-enoic acid